(5-(2-fluoro-6-methylphenyl)-1H-pyrazolo[3,4-c]pyridin-3-yl)-4-(4-methylpiperazin-1-yl)benzamide sodium [Na].FC1=C(C(=CC=C1)C)C=1C=C2C(=CN1)NN=C2C2=C(C(=O)N)C=CC(=C2)N2CCN(CC2)C